FC1=C(C=C(C=C1)[C@H](C)NC(=O)C=1C=NC2=C(N=C(C=C2C1N1CCNC2(CC2)CC1)C)C1CC1)OC N-[(S)-1-(4-fluoro-3-methoxyphenyl)ethyl]-8-cyclopropyl-4-(4,7-diaza-7-spiro[2.6]nonyl)-6-methyl-1,7-diaza-3-naphthamide